3-iodo-6-(2-(2-methyl-6-(trifluoromethyl)pyrimidin-4-yl)-2,6-diazaspiro[3.4]octan-6-yl)-1H-pyrazolo[3,4-b]pyrazine IC1=NNC2=NC(=CN=C21)N2CC1(CN(C1)C1=NC(=NC(=C1)C(F)(F)F)C)CC2